2-[2-(2,5-dimethyl-1-phenylpyrrol-3-yl)ethenyl]-N,N,1-trimethylquinolin-1-ium-6-amine CC=1N(C(=CC1C=CC1=[N+](C2=CC=C(C=C2C=C1)N(C)C)C)C)C1=CC=CC=C1